tert-butyl 5-((4-methoxybenzyl)thio)-1H-pyrazolo[3,4-c]pyridine-1-carboxylate COC1=CC=C(CSC=2C=C3C(=CN2)N(N=C3)C(=O)OC(C)(C)C)C=C1